3-(5-(((1S,4S)-5-(4'-chloro-[1,1'-biphenyl]-2-carbonyl)-2,5-diazabicyclo[2.2.1]heptan-2-yl)methyl)-1-oxoisoindolin-2-yl)piperidine-2,6-dione ClC1=CC=C(C=C1)C=1C(=CC=CC1)C(=O)N1[C@@H]2CN([C@H](C1)C2)CC=2C=C1CN(C(C1=CC2)=O)C2C(NC(CC2)=O)=O